(E)-4-((16-methyl-2,5-dioxooxacyclohexadec-3-en-6-yl)oxy)-4-oxobutanoic acid CC1CCCCCCCCCC(C(/C=C/C(O1)=O)=O)OC(CCC(=O)O)=O